ClC1=C(C=C(C=C1)OC)C1=NCC2=NN=C(N2C=2SC=3CC(CC3C12)C(=O)N1CCOCC1)C 9-(2-chloro-5-methoxyphenyl)-3-methyl-13-(morpholine-4-carbonyl)-16-thia-2,4,5,8-tetraazatetracyclo[8.6.0.02,6.011,15]Hexadeca-1(10),3,5,8,11(15)-pentaene